tris(4-(tert-pentyl)phenyl) phosphite P(OC1=CC=C(C=C1)C(C)(C)CC)(OC1=CC=C(C=C1)C(C)(C)CC)OC1=CC=C(C=C1)C(C)(C)CC